C(C)(=O)N1[C@@H](C[C@H](C1)F)C(=O)NC(C1=CC(=CC=C1)B1OC(C(O1)(C)C)(C)C)C1=NC(=C(C=C1)C(C)C)F (2S,4R)-1-acetyl-4-fluoro-N-((6-fluoro-5-isopropylpyridin-2-yl)(3-(4,4,5,5-tetramethyl-1,3,2-dioxaborolan-2-yl)phenyl)methyl)pyrrolidine-2-carboxamide